3-chloro-2-(2-chloroethoxy)-5-[1-(4-hydroxyphenyl)-1-methyl-ethyl]benzaldehyde ClC=1C(=C(C=O)C=C(C1)C(C)(C)C1=CC=C(C=C1)O)OCCCl